2-(2,6-dioxopiperidin-3-yl)-5-((3-(trans-3-(4-(5-(4-methylpiperazin-1-yl)quinoxalin-2-yl)-1H-pyrazol-1-yl)cyclobutyl)propyl)amino)isoindoline-1,3-dione O=C1NC(CCC1N1C(C2=CC=C(C=C2C1=O)NCCC[C@@H]1C[C@H](C1)N1N=CC(=C1)C1=NC2=CC=CC(=C2N=C1)N1CCN(CC1)C)=O)=O